5-chloro-2-(difluoromethoxy)-N-methyl-N-(3-(trifluoromethyl)benzyl)nicotinamide ClC=1C=NC(=C(C(=O)N(CC2=CC(=CC=C2)C(F)(F)F)C)C1)OC(F)F